CN1N=C(C(N(C1=O)C)=O)N[C@@H]1C[C@@H](CN(C1)C)C1=CC=C(C(=O)OC)C=C1 methyl 4-[(3R,5R)-5-[(2,4-dimethyl-3,5-dioxo-1,2,4-triazin-6-yl)amino]-1-methyl-3-piperidyl]benzoate